BrC1=CC(=C(\C=N\O)C(=C1)F)F (E)-4-bromo-2,6-difluoro-benzaldoxime